Methyl 2-acetamido-5-((4-chlorobenzyl)oxy)benzoate C(C)(=O)NC1=C(C(=O)OC)C=C(C=C1)OCC1=CC=C(C=C1)Cl